FC1=C(C=C2NC(C(=NC2=C1F)C)=O)CN1CCN(CC1)C=1C(=NC(=CC1)C)C(=O)NC (4-((7,8-difluoro-2-methyl-3-oxo-3,4-dihydroquinoxalin-6-yl)methyl)piperazin-1-yl)-N,6-dimethylpyridineamide